5-(4-((2-isopropyl-3-oxo-4H-quinoxalin-6-yl)methyl)piperazin-1-yl)-N-(methyl-d3)Pyridine-2-carboxamide 3-acetylsulfanylhexyl-acetate C(C)(=O)SC(CCOC(C)=O)CCC.C(C)(C)C1=NC2=CC=C(C=C2NC1=O)CN1CCN(CC1)C=1C=CC(=NC1)C(=O)NC([2H])([2H])[2H]